6-(1-([1,1'-biphenyl]-4-ylmethyl)-4-fluoro-1H-indazole-7-carboxamido)spiro[3.3]heptane-2-carboxylic acid C1(=CC=C(C=C1)CN1N=CC2=C(C=CC(=C12)C(=O)NC1CC2(CC(C2)C(=O)O)C1)F)C1=CC=CC=C1